copper alloyl-niobium C(C=C)(=O)[Nb].[Cu]